CO[C@@H]1[C@@H]([C@@H](O)O[C@@H]([C@H]1O)C)O 3-O-methyl-alpha-D-rhamnopyranose